C1(=CC=CC=C1)C(CC)NC(=O)C=1C=C2C=CN(C2=CC1)CC1=C(C=CC=C1)C1=CC(=CC=C1)C(=O)OC(C)(C)C tert-Butyl 2'-((5-((1-phenylpropyl)carbamoyl)-1H-indol-1-yl)methyl)-[1,1'-biphenyl]-3-carboxylate